2,4-dibromopentane BrC(C)CC(C)Br